NCCS(=O)O.O=C(C(=O)O)CC(C)C ketoisocaproic acid 2-aminoethanesulfinate